The molecule is an alkene that is 2-methylhept-1-ene carrying a methyl group at position 4. It has a role as a human metabolite and an animal metabolite. It is an alkene and a volatile organic compound. It derives from a hydride of a heptane. CCCC(C)CC(=C)C